(7R,8S)-8-hydroxy-7-((S)-5H-imidazo[5,1-a]isoindol-5-yl)-5,6,7,8-tetrahydroquinoline-3-carbonitrile O[C@H]1[C@H](CCC=2C=C(C=NC12)C#N)[C@@H]1N2C(C3=CC=CC=C13)=CN=C2